S(N)(=O)(=O)C(C(=O)N)=C sulfamoyl-propenamide